4-fluoro-2'-hydroxy-4'-methoxy-5'-(methylpiperazin-1-yl)methyl-chalcone FC1=CC=C(C=C1)\C=C\C(=O)C1=C(C=C(C(=C1)CN1C(CNCC1)C)OC)O